potassium sodium strontium tungsten oxide [W]=O.[Sr].[Na].[K]